1-(benzyloxy)non-4,6,8-trien-3-one C(C1=CC=CC=C1)OCCC(C=CC=CC=C)=O